CC1=NOC(=C1C=1C=C2C(=NC(=NC2=CC1)C=1C=NN(C1)CC(C)(C)O)O)C 6-(3,5-dimethylisoxazol-4-yl)-2-(1-(2-hydroxy-2-methylpropyl)-1H-pyrazol-4-yl)quinazolin-4-ol